CN(CCOC1=C(C=C(C=C1)NC(=O)NC1=CC(=CC=C1)OC)C=1N(N=CC1)C)C 1-[4-(2-Dimethylamino-ethoxy)-3-(2-methyl-2H-pyrazol-3-yl)-phenyl]-3-(3-methoxy-phenyl)-urea